ClC=1C=C(C=CC1)C(C(OC(=O)N[C@H](C(=O)OC)CC(F)F)C1=CC=CC=C1)(F)F methyl (2S)-2-(((2-(3-chlorophenyl)-2,2-difluoro-1-phenylethoxy) carbonyl) amino)-4,4-difluorobutyrate